C1(=CC=CC=C1)[C@H](CCC)NC(=O)C1=CC=CC2=C1NC=N2 N-((S)-1-phenylbutyl)-1H-benzo[d]imidazole-7-carboxamide